C(C1=CC=CC=C1)OC1=C2C(=CC(=NC2=C(C=C1)Br)C=1SC2=C(C1C)C=CC=C2)C(=O)O 5-(benzyloxy)-8-bromo-2-(3-methyl-1-benzothien-2-yl)quinoline-4-carboxylic acid